C(C1=CC=CC=C1)(=O)N1CCN(CC1)C(=O)OC(C)(C)C t-butyl 4-benzoylpiperazine-1-carboxylate